C(#N)C=1C=C2C(=NC1)N=C(N2)C2(CCC2)C=2N=C1CCCN(C1=CC2)C(=O)OC2CC2 cyclopropyl 6-[1-(6-cyano-1H-imidazo[4,5-b]pyridin-2-yl)cyclobutyl]-3,4-dihydro-1,5-naphthyridine-1(2H)-carboxylate